6-((2-((3R,4R)-3-amino-4-fluoropiperidin-1-yl)-6-chloro-1H-imidazo[4,5-b]pyridin-1-yl)methyl)nicotinonitrile N[C@@H]1CN(CC[C@H]1F)C=1N(C=2C(=NC=C(C2)Cl)N1)CC1=NC=C(C#N)C=C1